Eugenylformat C1(=C(OC)C=C(CC=C)C=C1)C(=O)[O-]